OCCC1CCN(CC1)C1=NOC(=C1)C(C(=O)OCC)C(C)C ethyl 2-(3-(4-(2-hydroxyethyl)piperidin-1-yl)isoxazol-5-yl)-3-methylbutanoate